6-bromocinnoline-3-carbaldehyde BrC=1C=C2C=C(N=NC2=CC1)C=O